6-bromo-2-(methylthio)pyrido[2,3-d]pyrimidin-7(8h)-one BrC1=CC2=C(N=C(N=C2)SC)NC1=O